4-(6-chloro-3-((1-(2-isopropyl-3,6-dimethyl-4-oxo-4H-chromen-8-yl)ethyl)amino)pyridin-2-yl)-2-hydroxybenzaldehyde ClC1=CC=C(C(=N1)C1=CC(=C(C=O)C=C1)O)NC(C)C=1C=C(C=C2C(C(=C(OC12)C(C)C)C)=O)C